C=1N=CN2C1C1=CC=CC=C1C2CNC2CCC(CC2)C(=O)NC2=CC=CC=C2 4-(((5H-imidazo[5,1-a]isoindol-5-yl)methyl)amino)-N-phenylcyclohexane-1-carboxamide